CN(C=1C(C(C1N(CC1=NC=C(C=C1)C1=NOC(=N1)C(F)(F)F)C)=O)=O)C 3-(dimethylamino)-4-(methyl((5-(5-(trifluoromethyl)-1,2,4-oxadiazol-3-yl)pyridin-2-yl)methyl)amino)cyclobut-3-ene-1,2-dione